2-((2S)-1-Acryloyl-4-(7-(indolin-1-yl)-2-((1-(2-methoxyethyl)piperidin-4-yl)amino)-5,6,7,8-tetrahydroquinazolin-4-yl)piperazin-2-yl)acetonitrile C(C=C)(=O)N1[C@H](CN(CC1)C1=NC(=NC=2CC(CCC12)N1CCC2=CC=CC=C12)NC1CCN(CC1)CCOC)CC#N